CN1CC[C@]23[C@@H]4[C@H]1CC5=C2C(=C(C=C5)O)O[C@H]3[C@H](C=C4)O.O.O.O.Cl The molecule is the trihydrate of morphine hydrochloride. It has a role as an opioid analgesic, an antitussive and an antidiarrhoeal drug. It contains a morphine hydrochloride.